COC(C1=C(C=CC=C1CCCCCCCCCCCCCCC)OCC1=CC=CC=C1)=O 2-Benzyloxy-6-pentadecyl-benzoic acid methyl ester